FC1=C(C(=CC(=C1)C1CN(CC1)CCC(C)C)O)N1CC(NS1(=O)=O)=O 5-(2-Fluoro-6-hydroxy-4-(1-isopentylpyrrolidin-3-yl)phenyl)-1,2,5-thiadiazolidin-3-one 1,1-dioxide